C1(CC1)N1N=CC=2C=NC(=CC21)C(=O)OC methyl 1-cyclopropyl-1H-pyrazolo[4,3-c]pyridine-6-carboxylate